tert-butyl 3-(4-bromobenzoyl)-3-fluoro-pyrrolidine-1-carboxylate BrC1=CC=C(C(=O)C2(CN(CC2)C(=O)OC(C)(C)C)F)C=C1